C(C)(C)(C)OC(=O)N1CCC(=CC1)C=1N(N=C2C=CC(=CC12)C#N)CC1=C2C=CN(C2=C(C=C1OC)C)C(=O)OC(C)(C)C tert-butyl 4-((3-(1-(tert-butoxycarbonyl)-1,2,3,6-tetrahydropyridin-4-yl)-5-cyano-2H-indazol-2-yl)methyl)-5-methoxy-7-methyl-1H-indole-1-carboxylate